3-(2-Hydroxy-3-methoxyphenyl)-2-[2-methoxy-4-(3-sulfonatopropyl)phenoxy]propane-1-sulfonate OC1=C(C=CC=C1OC)CC(CS(=O)(=O)[O-])OC1=C(C=C(C=C1)CCCS(=O)(=O)[O-])OC